C(C1=CC=CC=C1)NC1C(=O)NCCCC1 mono-benzylaminocaprolactam